C(CCC)[Si](C=1C=C(C=CC1)P(N(P(C1=CC=C(C=C1)[Si](CCCC)(CCCC)CCCC)C1=CC=C(C=C1)[Si](CCCC)(CCCC)CCCC)C1CCCCCCC1)C1=CC(=CC=C1)[Si](CCCC)(CCCC)CCCC)(CCCC)CCCC N-(bis(3-(tributylsilyl)phenyl)phosphaneyl)-N-cyclooctyl-1,1-bis(4-(tributylsilyl)phenyl)phosphanamine